N[C@H](C(=O)O)CN1N=C(C(=C1)NC1=NC=C(C(=N1)NC1CC1)C(F)(F)F)C1CC1 (S)-2-amino-3-(3-cyclopropyl-4-((4-(cyclopropylamino)-5-(trifluoromethyl)pyrimidin-2-yl)amino)-1H-pyrazol-1-yl)propionic acid